C(C)OP(=O)(OCC)CC1=CC=C(C=C1)NC(OC(C)(C)C)=O tert-butyl (4-((diethoxyphosphoryl)methyl)phenyl)-carbamate